(5R)-5-(6-benzyloxy-5-methyl-3-pyridyl)-1,6-dioxaspiro[2.5]octane-2-carbonitrile C(C1=CC=CC=C1)OC1=C(C=C(C=N1)[C@H]1CC2(C(O2)C#N)CCO1)C